1-(2-fluoro-4-(5-(trifluoromethyl)-1,2,4-oxadiazol-3-yl)phenyl)-2-methoxyethan-1-one FC1=C(C=CC(=C1)C1=NOC(=N1)C(F)(F)F)C(COC)=O